Methyl 5-Hydroxypentanoate OCCCCC(=O)OC